C(CCCCCCCC)CC(CC(=O)[O-])=O.C(CCCCCCCC)CC(CC(=O)[O-])=O.C(CCCCCCCC)CC(CC(=O)[O-])=O.[Al+3] aluminum tris(nonylacetoacetate)